2-methoxyethanesulfonamide COCCS(=O)(=O)N